1,2-DIAMINOBENZIMIDAZOLE NN1C(=NC2=C1C=CC=C2)N